C(C)C=1C(=CC=C2C=C(C=C(C12)C1=C(C=2N=C(N=C(C2C=N1)N1CCCOC2CC12)OCC1(CC1)C=O)F)OCOC)F 1-[[7-[8-ethyl-7-fluoro-3-(methoxymethoxy)-1-naphthyl]-8-fluoro-4-(2-oxa-6-azabicyclo[5.1.0]octan-6-yl)pyrido[4,3-d]pyrimidin-2-yl]oxymethyl]-cyclopropanecarbaldehyde